N-(4-methoxyformylphenyl)-4-(2-{[4-(morpholin-4-yl)phenyl]amino}pyrimidin-4-yl)piperazine-1-carboxamide COC(=O)C1=CC=C(C=C1)NC(=O)N1CCN(CC1)C1=NC(=NC=C1)NC1=CC=C(C=C1)N1CCOCC1